[Na+].NC1=C(C=CC=C1)S(=O)(=O)[O-] aminobenzenesulfonic acid sodium salt